BrCC1(COP(OC1)(OC)=O)CBr 5,5-bis(bromomethyl)-2-methoxy-1,3,2-dioxaphosphorinane-2-oxide